(+/-)-3,5,5-trimethyl-1-hexanol CC(CCO)CC(C)(C)C